(3S,4S)-3-methyl-4-((8-(4-(trifluoromethyl)phenyl)pyrido[3,4-b]pyrazin-5-yl)amino)pyrrolidin-2-one C[C@@H]1C(NC[C@H]1NC1=NC=C(C=2C1=NC=CN2)C2=CC=C(C=C2)C(F)(F)F)=O